N1OC(NCO1)C1OC2=CC=CC(=C2O1)NCCCCC(=O)O 5-((2-(2,6-dioxapiperazin-3-yl)-1,3-dioxaindol-4-yl)amino)pentanoic acid